C(C)(=O)NC1=C(C=CC=C1)C(C)NS(=O)(=O)C1=CC=C(C2=CC=CC=C12)NC(C1=C(C=CC=C1)C)=O N-(4-(N-(1-(2-acetamidophenyl)ethyl)sulfamoyl)naphthalen-1-yl)-2-methylbenzamide